N-[(1s,4s)-4-{[2,6-bis(trifluoromethyl)pyridin-4-yl]amino}cyclohexyl]-4,5,6,7-tetrahydro-1H-indole-2-carboxamide FC(C1=NC(=CC(=C1)NC1CCC(CC1)NC(=O)C=1NC=2CCCCC2C1)C(F)(F)F)(F)F